2,2'-bis-trifluoromethyl-4,4'-dinitrobiphenyl FC(C1=C(C=CC(=C1)[N+](=O)[O-])C1=C(C=C(C=C1)[N+](=O)[O-])C(F)(F)F)(F)F